C(=C)[Sn](C=C)(C=C)C=C tetravinyl-tin